N-(4-fluorobenzo[d]thiazol-2-yl)-4,7-dimethoxybenzo[d]thiazol-2-amine FC1=CC=CC2=C1N=C(S2)NC=2SC1=C(N2)C(=CC=C1OC)OC